N,N-dimethylpyrrolidinium difluoroborate B([O-])(F)F.C[N+]1(CCCC1)C